(S)-2-((4-((2-hydroxy-1-phenylethyl)amino)-5-(3-(pyridin-4-yl)-1,2,4-oxadiazol-5-yl)pyridin-2-yl)amino)-7,7-dimethylfuro[3,4-d]pyrimidin-5(7H)-one OC[C@H](C1=CC=CC=C1)NC1=CC(=NC=C1C1=NC(=NO1)C1=CC=NC=C1)NC=1N=CC2=C(N1)C(OC2=O)(C)C